ClC1=CC(=C(C=C1)C1=NC(=NC2=C1N=C(N(C2=O)C)C)[C@H]2C[C@@H](OCC2)C2=CC(=NC=C2)C)F 8-(4-Chloro-2-fluorophenyl)-2,3-dimethyl-6-((2R,4R)-2-(2-methylpyridin-4-yl)tetrahydro-2H-pyran-4-yl)pyrimido[5,4-d]pyrimidin-4(3H)-one